N1CC(C1)NC1=CC(=NC=C1C1=NN(C=C1)CC(F)(F)F)NC1=CC=C2C(=N1)N(N=C2)C(C)C N4-(azetidin-3-yl)-N2-(1-isopropyl-1H-pyrazolo[3,4-b]pyridin-6-yl)-5-(1-(2,2,2-trifluoroethyl)-1H-pyrazol-3-yl)pyridine-2,4-diamine